(cis)-5-(4-(benzyloxy)-3-methoxyphenyl)-4-(2-bromophenyl)-3-(piperidin-1-ylmethyl)dihydrofuran-2(3H)-one C(C1=CC=CC=C1)OC1=C(C=C(C=C1)C1C(C(C(O1)=O)CN1CCCCC1)C1=C(C=CC=C1)Br)OC